OCCC(=O)OC1=C(C(=C(C(=C1F)F)F)F)F pentafluorophenyl 3-hydroxypropionate